N-[3-chloro-4-[4-(piperidine-4-carbonyl)piperazine-1-carbonyl]phenyl]-5-[2,3-difluoro-4-(2-methoxyethoxy)phenyl]-1-methyl-imidazole-2-carboxamide formate C(=O)O.ClC=1C=C(C=CC1C(=O)N1CCN(CC1)C(=O)C1CCNCC1)NC(=O)C=1N(C(=CN1)C1=C(C(=C(C=C1)OCCOC)F)F)C